C1=C(C=CC=2SC3=C(C21)C=CC=C3)N(C3=CC=2N(C=1C=C(C4=C(C1C2C2=C3C=CC=C2)C=CC=C4)N(C4=CC2=C(SC3=C2C=CC=C3)C=C4)C4=CC3=C(SC2=C3C=CC=C2)C=C4)CCCCCC)C4=CC2=C(SC3=C2C=CC=C3)C=C4 N5,N5,N9,N9-tetra(dibenzo[b,d]thiophene-2-yl)-7-hexyl-7H-dibenzo[c,g]carbazole-5,9-diamine